2,2'-[[1,1'-binaphthalene]-2,2'-diylbis(oxymethylene)]di(naphthalene-1-carboxylic acid) C1(=C(C=CC2=CC=CC=C12)OCC1=C(C2=CC=CC=C2C=C1)C(=O)O)C1=C(C=CC2=CC=CC=C12)OCC1=C(C2=CC=CC=C2C=C1)C(=O)O